tert-butyl (2R,5S)-5-{[(benzyloxy)carbonyl]amino}-2-(hydrazinecarbonyl)piperidine-1-carboxylate C(C1=CC=CC=C1)OC(=O)N[C@H]1CC[C@@H](N(C1)C(=O)OC(C)(C)C)C(=O)NN